ethyl (S)-2-(methoxymethyl)-1-methyl-5-(2-oxo-2-((1,1,1-trifluoroprop-2-yl) amino)acetyl)-1H-pyrrole-3-carboxylate COCC=1N(C(=CC1C(=O)OCC)C(C(N[C@H](C(F)(F)F)C)=O)=O)C